Isopropyl 2-((((4aR,6R,7R,7aS)-6-(4-aminopyrrolo[2,1-f][1,2,4]triazin-7-yl)-6-cyano-7-hydroxy-2-oxidotetrahydro-4H-furo[3,2-d][1,3,2]dioxaphosphinin-2-yl)oxy)methyl)benzoate NC1=NC=NN2C1=CC=C2[C@]2([C@@H]([C@@H]1OP(OC[C@H]1O2)(=O)OCC2=C(C(=O)OC(C)C)C=CC=C2)O)C#N